(R)-tert-butyl 4-(4-(phenylthio)-3-((4-sulfamoyl-2-((trifluoromethyl)sulfonyl)phenyl)amino)butyl)piperazine-1-carboxylate C1(=CC=CC=C1)SC[C@@H](CCN1CCN(CC1)C(=O)OC(C)(C)C)NC1=C(C=C(C=C1)S(N)(=O)=O)S(=O)(=O)C(F)(F)F